FC(CN1N=NC2=C1C=C(C=C2)C2=CNC=1N=C(N=CC12)N[C@@H]1CCC(N(C1)C)=O)F (R)-5-((5-(1-(2,2-difluoroethyl)-1H-benzo[d][1,2,3]triazol-6-yl)-7H-pyrrolo[2,3-d]pyrimidin-2-yl)amino)-1-methylpiperidin-2-one